N-(3-((1s,3s)-3-(cyanomethyl)-1-(4-methyl-4H-1,2,4-triazol-3-yl)cyclobutyl)phenyl)-4-((cycloheptylamino)methyl)-7,7-difluoro-6,7-dihydro-5H-cyclopenta[b]pyridine-2-carboxamide C(#N)CC1CC(C1)(C1=NN=CN1C)C=1C=C(C=CC1)NC(=O)C1=CC(=C2C(=N1)C(CC2)(F)F)CNC2CCCCCC2